C(C1=CC=CC=C1)N1NC(=CN(C1)CC1=CC=CC=C1)C1OCCCC1 2,N4-dibenzyl-6-(2-tetrahydropyranyl)-1,2,4-triazine